O=C1OC(C2=CC(=CC=C12)OC(=O)C=1C=C2C(OC(C2=CC1)=O)=O)=O (1,3-dioxoisobenzofuran-5-yl)1,3-dioxoisobenzofuran-5-carboxylate